Tris(hydroxymethyl)aminomethane phosphate C(C(CO)(CO)N)O.OP(=O)(O)O